C[C@H]1CCC(NC1)C=1C=C2CCC(N(C2=CC1)COCC[Si](C)(C)C)=O |r| 6-[rac-(5S)-5-methyl-2-piperidyl]-1-(2-trimethylsilylethoxymethyl)-3,4-dihydroquinolin-2-one